C[N+]1=C(C=CC=C1)C=CC1=CC=C(C=C1)C=O 1-methyl-2-(p-formylstyryl)pyridinium